C(C)N1N=C(C=C1C)C(=O)NC=1C=C(C(=O)OC)C=C(C1)F methyl 3-(1-ethyl-5-methyl-1H-pyrazole-3-amido)-5-fluorobenzoate